FC1(CC2(C1)CCNCC2)CN2CCN(CC2)C=2C=C1CN(C(C1=CC2)=O)[C@@H]2C(NC(CC2)=O)=O (3S)-3-[5-[4-[(2-fluoro-7-azaspiro[3.5]nonan-2-yl)methyl]piperazin-1-yl]-1-oxo-isoindolin-2-yl]piperidine-2,6-dione